C(#N)C1=C(O[C@@H]2C[C@@H](N(CC2)C=2C=CC(=NC2C(=O)N[C@H]2CN(CC2)C)C=2C(=NC=CC2)OCC)C2CC2)C=CC(=C1)F 5-[cis-4-(2-cyano-4-fluorophenoxy)-2-cyclopropylpiperidin-1-yl]-2'-ethoxy-N-[(3R)-1-methylpyrrolidin-3-yl]-[2,3'-bipyridine]-6-carboxamide